3,5-difluoro-4-hydroxy-N-({(1r,4r)-4-[6-(5-methoxy-1-methyl-1H-1,2,4-triazol-3-yl)-2H-indazol-2-yl]cyclohexyl}methyl)benzamide FC=1C=C(C(=O)NCC2CCC(CC2)N2N=C3C=C(C=CC3=C2)C2=NN(C(=N2)OC)C)C=C(C1O)F